(r)-1-(6-(4-(3-amino-5-chloro-6-methyl-1H-indazol-4-yl)-5-methyl-3-phenyl-1H-pyrazol-1-yl)-2-azaspiro[3.3]hept-2-yl)prop-2-en-1-one NC1=NNC2=CC(=C(C(=C12)C=1C(=NN(C1C)C1CC2(CN(C2)C(C=C)=O)C1)C1=CC=CC=C1)Cl)C